[Pb].C(C=CCCCCC)(=O)O octenoic acid lead